COC(=O)C1=CC(=NN1C=1SC=C(N1)C1=CC=C(C=C1)C(F)(F)F)C 3-methyl-1-(4-(4-(trifluoromethyl)phenyl)thiazol-2-yl)-1H-pyrazole-5-carboxylic acid methyl ester